(S)-3-((S)-6-(methoxycarbonyl)-3,7-dimethyl-6,7,8,9-tetrahydro-3H-imidazo[4,5-f]quinolin-2-yl)-2-phenylpropanoic acid COC(=O)N1[C@H](CCC2=C3C(=CC=C12)N(C(=N3)C[C@H](C(=O)O)C3=CC=CC=C3)C)C